ClC1=CC=C(C=N1)CC(=O)NC1=CC=C(C=C1)C1=NC=NC2=CC(=C(C=C12)OC)OCC1CCN(CC1)CCOC 2-(6-chloropyridin-3-yl)-N-(4-(6-methoxy-7-((1-(2-methoxyethyl)piperidin-4-yl)methoxy)quinazolin-4-yl)phenyl)acetamide